C(C)(C)OC(=O)N[C@@H]1CC[C@H](CC1)C=1SC(=CN1)C1=C(C=C(C=C1)NC(OC(C)C)=O)P(=O)(C)C(C)C isopropyl trans-N-[4-[2-[4-(isopropoxycarbonylamino)cyclohexyl]thiazol-5-yl]-3-[isopropyl (methyl)phosphoryl]phenyl]carbamate